CC(CC1=C(C=CC=C1C)O)C1=C(C=CC=C1C)O methylethylenebis(methylphenol)